NC1=CC(=C2C(N(CCCCC[C@@](C3=NN=C(C1=N2)O3)(C(F)(F)F)O)C3CC(C3)(C)C)=O)C(F)(F)F (6R)-17-Amino-12-(3,3-dimethylcyclobutyl)-6-hydroxy-6,15-bis(trifluoromethyl)-19-oxa-3,4,12,18-tetrazatricyclo[12.3.1.12,5]nonadeca-1(18),2,4,14,16-pentaen-13-one